CN1N=C(C=2C1=NN=C(C2)C=2C(NC(NC2)=O)=O)C(C)C2=CC=CC=C2 5-[1-methyl-3-(1-phenylethyl)pyrazolo[3,4-c]pyridazin-5-yl]-1H-pyrimidine-2,4-dione